(S)-6-(3-hydroxypyrrolidin-1-yl)-N-(2-morpholino-5-(piperidin-1-yl)oxazolo[4,5-b]Pyridin-6-yl)pyridine-2-carboxamide Silicon Strontium [Sr].[Si].O[C@@H]1CN(CC1)C1=CC=CC(=N1)C(=O)NC=1C=C2C(=NC1N1CCCCC1)N=C(O2)N2CCOCC2